C(C)(C)(C)C1=CC=C(C=C1)N1NC(=CC1C1=CC=C(C=C1)OC)C=CC1=CC=C(C=C1)OC 1-(4-tert-butylphenyl)-3-(4-methoxystyryl)-5-(4-methoxyphenyl)-pyrazoline